OCCC(=O)N 3-hydroxypropionamide